C1=CC=C(C(=C1)C(=O)O)C(=O)O[O-].C1=CC=C(C(=C1)C(=O)O)C(=O)O[O-].O.O.O.O.O.O.[Mg+2] monoperoxyphthalate